tert-butyl (2S,4R)-4-fluoro-2-(((methylsulfonyl)oxy)methyl)pyrrolidine-1-carboxylate F[C@@H]1C[C@H](N(C1)C(=O)OC(C)(C)C)COS(=O)(=O)C